C(C)(C)(C)N(C(O)=O)[C@H](C)C=1N=C2N(C=C(C=C2NCC2(COC2)NC)C2CC2)C1.SCCCCCCSCC(CSCCCCCCS)SCCCCCCS 1,2,3-tris-(6'-mercaptohexylthio)propane tert-butyl-(R)-(1-(6-cyclopropyl-8-(((3-(methylamino)oxetan-3-yl)methyl)amino)imidazo[1,2-a]pyridin-2-yl)ethyl)carbamate